CCCCCCCCC/C=C\CCCCCCCC(=O)O[C@H](COC(=O)CCCCCCC/C=C\C/C=C\CCCC)COP(=O)(O)OC[C@@H](C(=O)O)N 1-(9Z,12Z-heptadecadienoyl)-2-(9Z-nonadecenoyl)-glycero-3-phosphoserine